NC1=NC=C2N(C(N(C2=N1)[C@@H]1O[C@@H](C[C@H]1O)CO)=O)CC1=CC(=CC=C1)Cl 2-Amino-7-(3-chlorobenzyl)-9-((2R,3R,5S)-3-hydroxy-5-(hydroxymethyl)tetrahydrofuran-2-yl)-7,9-dihydro-8H-purin-8-on